C(CCCCCCCCCCCCCCCCC)N1C(=C(C(C2=C(C=C(C=C12)OC)OC)=O)OC)C1=CC(=C(C(=C1)OC)OC)OC N-octadecyl-2-(3,4,5-trimethoxyphenyl)-3,5,7-trimethoxyquinolin-4-one